2-chloro-4-((5-(3,5-dimethylisoxazol-4-yl)-2-methylphenyl)amino)benzonitrile ClC1=C(C#N)C=CC(=C1)NC1=C(C=CC(=C1)C=1C(=NOC1C)C)C